2-(4-(aminomethyl)phenyl)propan-2-ol methyl-6-chloro-2,4-dimethylnicotinate CC=1C(=NC(=C(C(=O)OC(C)(C)C2=CC=C(C=C2)CN)C1C)C)Cl